6-(4-(4-methylthiazol-2-yl)-1H-imidazol-5-yl)benzo[d]thiazol-2-amine CC=1N=C(SC1)C=1N=CNC1C1=CC2=C(N=C(S2)N)C=C1